4-(4-morpholino-7-((2-(trimethylsilyl)ethoxy)methyl)-7H-pyrrolo[2,3-d]pyrimidin-6-yl)-N-(2,2,2-trifluoro-1-(2-azaspiro[3.5]nonan-7-yl)ethyl)aniline O1CCN(CC1)C=1C2=C(N=CN1)N(C(=C2)C2=CC=C(NC(C(F)(F)F)C1CCC3(CNC3)CC1)C=C2)COCC[Si](C)(C)C